5-(((S)-1-(3-((R)-4-(5-cyclopropylpyrimidin-2-yl)-2-methylpiperazin-1-yl)-3-oxopropoxy)propan-2-yl)amino)-4-(trifluoromethyl)pyridazin-3(2H)-one C1(CC1)C=1C=NC(=NC1)N1C[C@H](N(CC1)C(CCOC[C@H](C)NC1=C(C(NN=C1)=O)C(F)(F)F)=O)C